ClC=1C=C(C=C(C1)Cl)C1=NC(=CC(=C1)CN1CCC(CC1)CP(C)(C)=O)OC=1C=NC(=NC1)N1CCNCC1 ((1-((2-(3,5-dichloro-phenyl)-6-((2-(piperazin-1-yl)pyrimidin-5-yl)oxy)pyridin-4-yl)methyl)piperidin-4-yl)methyl)dimethylphosphine oxide